CC1([C@H]2CCC([C@@H]1C2)C(C=O)(C)C)C ((1S,5S)-6,6-dimethylbicyclo[3.1.1]Hept-2-yl)-2-methylpropionaldehyde